2-(2-((3R,4R)-3-amino-4-fluoropiperidin-1-yl)-5,6-difluoro-1H-benzo[d]imidazol-1-yl)-N-(1,1-dioxidotetrahydrothiophen-3-yl)-N-methylacetamide N[C@@H]1CN(CC[C@H]1F)C1=NC2=C(N1CC(=O)N(C)C1CS(CC1)(=O)=O)C=C(C(=C2)F)F